COC=1C(=CC=2N(C1)C=C(N2)C=2C=NN1C2N=CC=C1)OC 3-(6,7-dimethoxyimidazo[1,2-a]pyridin-2-yl)pyrazolo[1,5-a]pyrimidine